(2R,3R,4R,5R,6S)-6-(allyloxy)-2-((4-(3-(2-(2-azidoethoxy)ethoxy)phenyl)-1H-1,2,3-triazol-1-yl)methyl)-5-((4-(trifluoromethyl)pyrimidin-2-yl)amino)tetrahydro-2H-pyran-3,4-diol C(C=C)O[C@@H]1[C@@H]([C@H]([C@H]([C@H](O1)CN1N=NC(=C1)C1=CC(=CC=C1)OCCOCCN=[N+]=[N-])O)O)NC1=NC=CC(=N1)C(F)(F)F